glycerol 2-undecyl-myristate C(CCCCCCCCCC)C(C(=O)OC(CO)CO)CCCCCCCCCCCC